1-(2-bromo-5-iodophenoxy)-2-methylpropan-2-ol BrC1=C(OCC(C)(O)C)C=C(C=C1)I